CS(=O)(=O)CCCC=1C=C(C(=C(C1)O)[C@@H]1C=C(CC[C@H]1C(=C)C)C)O 5-(3-methanesulfonylpropyl)-2-[(1R,6R)-3-methyl-6-(prop-1-en-2-yl)cyclohex-2-en-1-yl]benzene-1,3-diol